C(CCC)OC(=O)C1=NC=2CCC[C@@H](C2C=C1)N(CCC1=C(C=CC=C1)OCC1=C(C=C(C=C1)C1=CC=C(C=C1)C(F)(F)F)Cl)CCC1=CC=C(C=C1)C(=O)OCCCC butyl-(5S)-5-({2-[4-(butoxycarbonyl) phenyl] ethyl} [2-(2-{[3-chloro-4'-(trifluoromethyl) [biphenyl]-4-yl]methoxy} phenyl) ethyl] amino)-5,6,7,8-tetrahydroquinoline-2-carboxylate